4-methylenedioxyphenyl isonitrile C1OC2=CC=C(C=C2O1)[N+]#[C-]